4-chloro-1-isopropyl-3-vinyl-1H-pyrazolo[4,3-c]Pyridine ClC1=NC=CC2=C1C(=NN2C(C)C)C=C